Bis(cyclopentadienyl)bis[2,6-difluoro-3-(N-ethylcyclohexylcarbonylamino)phenyl]titanium C1(C=CC=C1)[Ti](C1=C(C(=CC=C1F)N(CC)C(=O)C1CCCCC1)F)(C1=C(C(=CC=C1F)N(CC)C(=O)C1CCCCC1)F)C1C=CC=C1